N-Fmoc-O-allyl-ornithine C(=O)(OCC1C2=CC=CC=C2C2=CC=CC=C12)N[C@@H](CCCN)C(=O)OCC=C